1,3,5-triazine-2,4(1H,3H)-dione N1C(NC(N=C1)=O)=O